4-(3-Chloroanilino)-2'-[(2R)-3-{[(5S,8S)-8-fluoro-5-methyl-5,6,7,8-tetrahydroquinolin-4-yl]oxy}-2-methylpropyl]-2',3'-dihydrospiro[cyclohexane-1,1'-indene]-4-carboxylic acid ClC=1C=C(NC2(CCC3(C(CC4=CC=CC=C34)C[C@H](COC3=CC=NC=4[C@H](CC[C@@H](C34)C)F)C)CC2)C(=O)O)C=CC1